C(CCC)NC(=N)N1CC(C=2C3=C(C=CC12)C(=CC=C3)Cl)C N-Butyl-6-chloro-1-methyl-1,2-dihydro-3H-benzo[e]indole-3-carboximidamide